ClC=1C=C2C=CC(=NC2=CC1)NC(=O)[C@@H]1CC[C@H](CC1)C=1OC(=NN1)C1CCC(CC1)C(F)(F)F trans-N-(6-chloroquinolin-2-yl)-4-(5-(4-(trifluoromethyl)cyclohexyl)-1,3,4-oxadiazol-2-yl)cyclohexanecarboxamide